N1=C(C(=NC2=C3C=CC=NC3=C3N=CC=CC3=C21)C#N)C#N pyrazino[2,3-f][1,10]phenanthroline-2,3-dinitrile